3-(3-cyano-1,1,1-trifluoropropan-2-yl)-1-ethyl-1-((R)-1-(3-(8-methoxyimidazo[1,2-a]pyrazin-6-yl)phenyl)ethyl)urea C(#N)CC(C(F)(F)F)NC(N([C@H](C)C1=CC(=CC=C1)C=1N=C(C=2N(C1)C=CN2)OC)CC)=O